tert-butyl 3-(3-(4,4,5,5-tetramethyl-1,3,2-dioxaborolan-2-yl)phenoxy)azetidine-1-carboxylate CC1(OB(OC1(C)C)C=1C=C(OC2CN(C2)C(=O)OC(C)(C)C)C=CC1)C